(3S,4S)-4-amino-1-(5-(7-(1-methyl-1H-pyrazol-4-yl)quinolin-5-yl)pyridin-2-yl)piperidin-3-ol N[C@@H]1[C@H](CN(CC1)C1=NC=C(C=C1)C1=C2C=CC=NC2=CC(=C1)C=1C=NN(C1)C)O